N-(3,3-difluorocyclobutyl)-5-(2-(isobutylamino)-7H-pyrrolo[2,3-d]pyrimidin-5-yl)pyrazolo[1,5-a]pyridine-3-carboxamide FC1(CC(C1)NC(=O)C=1C=NN2C1C=C(C=C2)C2=CNC=1N=C(N=CC12)NCC(C)C)F